C(C)P(OCCCC)=O.[Al] aluminum butyl ethylphosphinate